C(C1=CC=CC=C1)OCC1CCC(CC1)N1N=C2C=C(C(=CC2=C1)C(=O)NC=1C(N(C=CC1)C1CC1)=O)OC(C)C 2-[4-(benzyloxymethyl)cyclohexyl]-N-(1-cyclopropyl-2-oxo-3-pyridyl)-6-isopropoxy-indazole-5-carboxamide